C(C1=CC=CC=C1)N1C(C(C2=CC(=CC=C12)NC1=NC(=NC2=CC=CC=C12)C)=CC1=CC=CC=C1)=O 1-benzyl-3-benzylidene-5-((2-methylquinazolin-4-yl)amino)indolin-2-one